1-(1-(2-(2-Acetoxyphenyl)acetoxy)-2-methylpropyl)-5-(4-(hexyloxy)-1,2,5-thiadiazol-3-yl)-1-methyl-1,2,3,6-tetrahydropyridin-1-ium formate C(=O)[O-].C(C)(=O)OC1=C(C=CC=C1)CC(=O)OC(C(C)C)[N+]1(CCC=C(C1)C1=NSN=C1OCCCCCC)C